6-ethyl-4-((5-(6-fluoro-5-hydroxypyridin-3-yl)-1,3,4-thiadiazol-2-yl)methyl)-4,6-diazaspiro[2.4]heptane-5,7-dione C(C)N1C(N(C2(CC2)C1=O)CC=1SC(=NN1)C=1C=NC(=C(C1)O)F)=O